BrC1=CN=C(S1)CN(C)C 1-(5-bromothiazol-2-yl)-N,N-dimethylmethylamine